N-(3-(2-methoxy-3-(1-methyl-1H-pyrazol-3-yl)phenyl)-1-methyl-1H-pyrazolo[3,4-c]pyridin-5-yl)cyclopropanecarboxamide COC1=C(C=CC=C1C1=NN(C=C1)C)C1=NN(C2=CN=C(C=C21)NC(=O)C2CC2)C